C(C1=CC=CC=C1)N1N=CC(=C1)B(O)O (1-benzyl-1H-pyrazol-4-yl)boronic acid